Methyl (1S,4S,6R)-3-bromo-6-methoxy-7-oxabicyclo[2.2.1]hept-2-ene-2-carboxylate BrC1=C([C@H]2[C@@H](C[C@@H]1O2)OC)C(=O)OC